4-amino-3-hydroxy-N,N-dimethylbenzenesulfonamide NC1=C(C=C(C=C1)S(=O)(=O)N(C)C)O